1-(3-bromophenyl)-3-[5-fluoro-2-(2-hydroxyethyl)phenyl]urea BrC=1C=C(C=CC1)NC(=O)NC1=C(C=CC(=C1)F)CCO